FC(C(C(F)(F)F)(O)C(F)(F)F)(F)F.[K] potassium hexafluoro-2-(trifluoromethyl)propan-2-ol